FC1=CC=C(C=C1)C[C@@H](C(=O)NC)NC(OC(C)(C)C)=O tert-Butyl (S)-(3-(4-fluorophenyl)-1-(methylamino)-1-oxopropan-2-yl)carbamate